(3-allyl-thioureido)(thio)sodium C(C=C)NC(NS[Na])=S